FC=1C(=CC2=C([C@@H](C[C@@H](O2)C(=O)NC23CC(C2)(C3)N3N=CC(=C3)OCCOC(F)(F)F)O)C1)F (2R,4R)-6,7-difluoro-4-hydroxy-N-(3-{4-[2-(trifluoromethoxy)ethoxy]-1H-pyrazol-1-yl}bicyclo[1.1.1]pentan-1-yl)-3,4-dihydro-2H-1-benzopyran-2-carboxamide